C(C)(CC)C1N(CC2=C(NC1=O)C=NC=C2C)C(=O)N 3-(sec-butyl)-6-methyl-2-oxo-1,2,3,5-tetrahydro-4H-pyrido[3,4-e][1,4]diazepine-4-carboxamide